CCCCCCCCCCCCCCCCCCCCCCC(=O)N[C@@H](CO)[C@@H](CCCCCCCCCCCC(C)C)O The molecule is a N-acyl-15-methylhexadecasphinganine in which the acyl group has 23 carbons and 0 double bonds. It has a role as a Caenorhabditis elegans metabolite.